(R)-8-(8-((2,3-dichlorophenyl)thio)-[1,2,4]triazolo[4,3-c]pyrimidin-5-yl)-N-methyl-8-azaspiro[4.5]decan-1-amine ClC1=C(C=CC=C1Cl)SC=1C=2N(C(=NC1)N1CCC3(CCC[C@H]3NC)CC1)C=NN2